NC1=C(COC1)C(=O)OCC ethyl 4-amino-2,5-dihydrofuran-3-carboxylate